methyl-4-[2-[2-[2-[2-(2-hydroxyethoxy)ethoxy]ethoxy]ethoxy]ethoxy]benzoate COC(C1=CC=C(C=C1)OCCOCCOCCOCCOCCO)=O